2-{3-[(4-methanesulfonyl-2-methoxyphenyl)amino]prop-1-yn-1-yl}-N-[(1R,4R)-4-{2-oxa-7-azaspiro[3.5]nonan-7-yl}cyclohexyl]-1-(2,2,2-trifluoroethyl)-1H-indol-4-amine CS(=O)(=O)C1=CC(=C(C=C1)NCC#CC=1N(C=2C=CC=C(C2C1)NC1CCC(CC1)N1CCC2(COC2)CC1)CC(F)(F)F)OC